C(C)OC(=O)C=1C=CN2C3=C(CCC12)C=NC(=N3)NC3=C(C=C(C=C3)N3CCN(CC3)C(=O)OCC3=CC=CC=C3)C 2-[4-(4-Benzyloxycarbonylpiperazin-1-yl)-2-methyl-anilino]-5,6-dihydropyrimido[4,5-e]indolizine-7-carboxylic acid ethyl ester